3-(2,6-bis(benzyloxy)pyridin-3-yl)-7-fluoro-1-methyl-6-(piperazin-1-yl)-1H-indazole C(C1=CC=CC=C1)OC1=NC(=CC=C1C1=NN(C2=C(C(=CC=C12)N1CCNCC1)F)C)OCC1=CC=CC=C1